2-({1-[5-(2,4-dioxo-1,3-diazinan-1-yl) naphthalen-2-yl]piperidin-4-yl}oxy)ethyl 4-methylbenzenesulfonate CC1=CC=C(C=C1)S(=O)(=O)OCCOC1CCN(CC1)C1=CC2=CC=CC(=C2C=C1)N1C(NC(CC1)=O)=O